CC1=C(C=CC=C1C)N1CCN(CC1)C1=CC(=C(C=C1)NC(C)=O)OCC 4-(4-(2,3-Dimethylphenyl)piperazin-1-yl)-N-(2-ethoxyphenyl)acetamide